OC1=C2C(=C(C3=C(C4=C(C5=C(C(=C(C(=C1[2H])[2H])C2=C53)[2H])[2H])C(=C(C(=C4[2H])[2H])[2H])[2H])[2H])[2H])[2H] 3-hydroxybenzo[a]Pyrene-d11